glutamic acid sodium diacetate C(C)(=O)[O-].C(C)(=O)[O-].[Na+].N[C@@H](CCC(=O)O)C(=O)O.[Na+]